bis-[3-(methanesulfonyloxy)-5-methyl-phenyl]urea CS(=O)(=O)OC=1C=C(C=C(C1)C)NC(NC1=CC(=CC(=C1)C)OS(=O)(=O)C)=O